S=C1NCCN1 2-thioxoimidazolidin